C1(CCC1)N1C(=NC2=C1C=CC=C2)C2=NC(=C(C(N2C)=O)OC)C=2OC1=C(N2)CCCC1 2-(1-cyclobutyl-1,3-benzodiazol-2-yl)-5-methoxy-3-methyl-6-(4,5,6,7-tetrahydro-1,3-benzoxazol-2-yl)pyrimidin-4-one